C(C)(=O)N1CCC2(CCN(CC2)C=2C=C3C(=NC(=NC3=CC2OC)C)N[C@H](C)C=2C(=C(C#N)C=CC2)C)CC1 (R)-3-(1-((6-(9-acetyl-3,9-diazaspiro[5.5]undec-3-yl)-7-methoxy-2-methylquinazolin-4-yl)amino)ethyl)-2-methylbenzonitrile